3-{N-[3-(dimethylamino)propyl]decanamido}-dodecyl 2-fluoro-2-hexyldecanoate FC(C(=O)OCCC(CCCCCCCCC)N(C(CCCCCCCCC)=O)CCCN(C)C)(CCCCCCCC)CCCCCC